5-{2-amino-[1,2,4]triazolo[1,5-a]pyridin-7-yl}-N-{[2-(cyclopentyl-methoxy)phenyl]methyl}-6-methylpyridine-3-carboxamide NC1=NN2C(C=C(C=C2)C=2C=C(C=NC2C)C(=O)NCC2=C(C=CC=C2)OCC2CCCC2)=N1